CN1C(C(CCC1=O)N1CC2=CC=C(C=C2C1=O)S(=O)(=O)F)=O 2-(1-methyl-2,6-dioxo-3-piperidyl)-3-oxo-isoindoline-5-sulfonyl fluoride